(3-(5-fluoro-1H-pyrrolo[2,3-b]pyridin-1-yl)cyclobutyl)(methyl)carbamic acid tert-butyl ester C(C)(C)(C)OC(N(C)C1CC(C1)N1C=CC=2C1=NC=C(C2)F)=O